(3S,5R)-1-[2-[tert-butyl(dimethyl)silyl]oxyethyl]-5-[[5-(4-hydroxy-6-methyl-2,3-dihydrobenzofuran-5-yl)oxazolo[4,5-b]pyrazin-2-yl]amino]piperidin-3-ol [Si](C)(C)(C(C)(C)C)OCCN1C[C@H](C[C@H](C1)NC=1OC=2C(=NC(=CN2)C=2C(=CC3=C(CCO3)C2O)C)N1)O